7-chloro-2-methyl-3,4-dihydro-1,8-naphthyridin-1(2H)-carboxylic acid tert-butyl ester C(C)(C)(C)OC(=O)N1C(CCC2=CC=C(N=C12)Cl)C